(6S)-6-(2-Chloro-3-{[2-(trifluoromethyl)pyrimidin-5-yl]amino}phenyl)-2-imino-6-methyl-3-(tetrahydropyran-4-yl)hexahydropyrimidin-4-one ClC1=C(C=CC=C1NC=1C=NC(=NC1)C(F)(F)F)[C@@]1(CC(N(C(N1)=N)C1CCOCC1)=O)C